6-bromo-4-(4-(2-fluorophenyl)piperazin-1-yl)quinazoline BrC=1C=C2C(=NC=NC2=CC1)N1CCN(CC1)C1=C(C=CC=C1)F